C(C)(C)(C)OC(CC1CN(CC(C1)=O)C(=O)OC(C)(C)C)=O tert-butyl 3-(2-(tert-butoxy)-2-oxoethyl)-5-oxopiperidine-1-carboxylate